COC(=O)C=1C(N(C2=CC(=CC=C2C1N)Br)C1=CC=C2C=CN=CC2=C1)=O.ClC(C[2H])(C)Cl 2,2-dichlorodeuteropropane methyl-4-amino-7-bromo-1-(isoquinolin-7-yl)-2-oxo-1,2-dihydroquinoline-3-carboxylate